1-(4-chloro-3-fluorophenyl)-9-(1-(4-fluorophenyl)-1H-1,2,4-triazol-3-yl)-1,9-diazaspiro[5.5]undecan-2-one ClC1=C(C=C(C=C1)N1C(CCCC12CCN(CC2)C2=NN(C=N2)C2=CC=C(C=C2)F)=O)F